3,3-dimethyl-4-(4-phenyl-4,5-dihydrooxazol-2-yl)butanoate CC(CC(=O)[O-])(CC=1OCC(N1)C1=CC=CC=C1)C